2,4,6-tris(oxiran-2-ylmethoxy)-1,3,5-triazine O1C(C1)COC1=NC(=NC(=N1)OCC1OC1)OCC1OC1